COCC1=C(C=CC=C1)C1=CC(=NN1)C=1C=C2CN(C(C2=CC1)=O)C1C(NC(CC1)=O)=O 3-(5-(5-(2-(methoxymethyl)phenyl)-1H-pyrazol-3-yl)-1-oxoisoindolin-2-yl)piperidine-2,6-dione